FC=1C=C(C=CC1F)[C@H]1[C@@H](C1)NC=1C2=C(N=C(N1)SCCC)N(N=N2)[C@@H]2[C@H]([C@@H](OC2)CO)O (2S,3R,4S)-4-(7-(((1R,2S)-2-(3,4-difluorophenyl)cyclopropyl)amino)-5-(propylthio)-3H-[1,2,3]triazolo[4,5-d]pyrimidin-3-yl)-2-(hydroxymethyl)tetrahydrofuran-3-ol